C(C)(C)(C)N1CCC(CC1)N1N=NC(=C1)[C@H](C=1C=NC=CC1)NC=1C=C2C(=C(C=NC2=C(C1)Cl)C#N)N[C@H](C)C1=CC=CC=C1 6-(((S)-(1-(1-(tert-butyl)piperidin-4-yl)-1H-1,2,3-triazol-4-yl)(pyridin-3-yl)methyl)amino)-8-chloro-4-(((R)-1-phenylethyl)amino)quinoline-3-carbonitrile